1-[2-(1H-1,3-benzodiazol-1-yl)propanoyl]-N-[(4-cyclopropyl-3-fluorophenyl)(phenyl)methyl]-4-fluoropyrrolidine-2-carboxamide N1(C=NC2=C1C=CC=C2)C(C(=O)N2C(CC(C2)F)C(=O)NC(C2=CC=CC=C2)C2=CC(=C(C=C2)C2CC2)F)C